cyclohex-4-ene-1,2-diylbis(methylene)dimesylate C1(C(CC=CC1)CCS(=O)(=O)[O-])CCS(=O)(=O)[O-]